5-bromoisoquinoline-4-carbaldehyde BrC1=C2C(=CN=CC2=CC=C1)C=O